5-((4'-(pentafluoro-λ6-sulfaneyl)-[1,1'-biphenyl]-4-yl)oxy)-1H-1,2,3-triazole-4-carboxylic acid FS(C1=CC=C(C=C1)C1=CC=C(C=C1)OC1=C(N=NN1)C(=O)O)(F)(F)(F)F